benzoic acid bis-trifluoroacetate FC(C(=O)O)(F)F.FC(C(=O)O)(F)F.C(C1=CC=CC=C1)(=O)O